BrC=1N=C(C=2N(C1)C=CN2)N2[C@H](CC2)C 6-bromo-8-[(2S)-2-methylazetidin-1-yl]imidazo[1,2-a]pyrazine